COCC1=CC(=NN1)C1=NC2=CC(=CC=C2C(=N1)N)OCCCN1CCCC1 (5-(methoxymethyl)-1H-pyrazol-3-yl)-7-(3-(pyrrolidin-1-yl)propoxy)quinazolin-4-amine